6-{4-[(3-chloro-4-methylpyridin-2-yl)oxy]phenyl}-1,5-dimethylpyrimidine ClC=1C(=NC=CC1C)OC1=CC=C(C=C1)C1=C(C=NCN1C)C